ethyl 4-(4-chloro-3-fluorophenyl)-6-methyl-2-(thiazol-2-yl)-1,4-dihydropyrimidine-5-carboxylate ClC1=C(C=C(C=C1)C1N=C(NC(=C1C(=O)OCC)C)C=1SC=CN1)F